[6-chloro-2-(trifluoromethyl)-3-pyridyl]methanol ClC1=CC=C(C(=N1)C(F)(F)F)CO